C(C)N1C(NC2=CC(=CC=C2C1=O)CN1CC(N(CC1)C=1C=CC(=NC1)C(=O)NC)(C)C)=O 5-(4-((3-ethyl-2,4-dioxo-1,2,3,4-tetrahydroquinazolin-7-yl)methyl)-2,2-dimethylpiperazin-1-yl)-N-methylpicolinamide